N-(1-(4-(cyclopropanesulfonamido)pyridin-2-yl)-3-((S)-3-fluoropyrrolidin-1-yl)propyl)-5-(6-ethoxypyrazin-2-yl)thiazole-2-carboxamide C1(CC1)S(=O)(=O)NC1=CC(=NC=C1)C(CCN1C[C@H](CC1)F)NC(=O)C=1SC(=CN1)C1=NC(=CN=C1)OCC